(R)-2-methyl-N-(1-(4-phenoxyphenyl)ethylidene)propane-2-sulfinamide CC(C)(C)[S@@](=O)N=C(C)C1=CC=C(C=C1)OC1=CC=CC=C1